C(C)OC(CN1CCC(CC1)CN1CCN(CC1)C(=O)OC(C)(C)C)=O tert-butyl 4-((1-(2-ethoxy-2-oxoethyl)piperidin-4-yl)methyl)piperazine-1-carboxylate